ClC1=C(OCC(=O)N2C[C@@H]3N(C(C4=C(NC3=O)C=CC(=C4)C4=CC(=CC=C4)C(F)(F)F)=O)CC2)C=CC(=C1)OC(F)(F)F (S)-2-(2-(2-chloro-4-(trifluoromethoxy)phenoxy)acetyl)-8-(3-(trifluoromethyl)phenyl)-1,3,4,12a-tetrahydrobenzo[e]pyrazino[1,2-a][1,4]diazepine-6,12(2H,11H)-dione